C(C)(C)(C)OC(=O)N1[C@@H](CCC1)C(=O)N1CC2CCC(C1)N2C(C2=CC=CC=C2)=O.Cl.N2[C@@H](CCC2)C(=O)N2CC1CCC(C2)N1C(=O)C1=CC=CC=C1 (3-(L-prolyl)-3,8-diazabicyclo[3.2.1]octan-8-yl)(phenyl)methanone hydrochloride Tert-butyl-(2S)-2-(8-benzoyl-3,8-diazabicyclo[3.2.1]octan-3-carbonyl)pyrrolidin-1-carboxylate